Butyl-3-tert-butyl-5-ethyl-4-hydroxy-pyrazol C(CCC)N1N=C(C(=C1CC)O)C(C)(C)C